3-benzyl-1-cinnamyl-9-methyl-4-oxo-4H-pyrido[1,2-a]pyrimidin-1-ium-2-ol C(C1=CC=CC=C1)C1=C([N+](=C2N(C1=O)C=CC=C2C)CC=CC2=CC=CC=C2)O